F[C@@H]1CN(CC[C@H]1C(=O)N1CCOC2=C(C1)C=NC=C2C#N)C2=CC=NC=1N2N=CC1F 4-[(3S,4S)-3-fluoro-1-(3-fluoropyrazolo[1,5-a]pyrimidin-7-yl)piperidine-4-carbonyl]-3,5-dihydro-2H-pyrido[3,4-f][1,4]oxazepine-9-Carbonitrile